2-(phenylethynyl)-5-trifluoromethylnitrobenzene C1(=CC=CC=C1)C#CC1=C(C=C(C=C1)C(F)(F)F)[N+](=O)[O-]